ClC=1C=C2C(=CC(=NC2=CC1)C(F)(F)F)N[C@@H]1C[C@@H](CCC1)NC(=O)C=1C(=NN(C1)CC(F)(F)F)C#N N-[(1R,3S)-3-[[6-chloro-2-(trifluoromethyl)-4-quinolyl]amino]cyclohexyl]-3-cyano-1-(2,2,2-trifluoroethyl)pyrazole-4-carboxamide